(R)-5-amino-6-bromo-N-((5-(2,6-difluorophenyl)pyridin-2-yl)methyl)-N-(5,6,7,8-tetrahydroquinolin-8-yl)-1H-pyrrolo[3,2-b]pyridine-2-carboxamide NC1=C(C=C2C(=N1)C=C(N2)C(=O)N([C@@H]2CCCC=1C=CC=NC21)CC2=NC=C(C=C2)C2=C(C=CC=C2F)F)Br